C(O)CC(=O)CCO 1,3-dimethylolacetone